diethoxyxanthone C(C)OC1=C(C=2C(C3=CC=CC=C3OC2C=C1)=O)OCC